2-{[(2S,3S)-1,3-dihydroxybutan-2-yl]amino}-N-(1-methylcyclopropyl)-3-[(1-methylpyrazol-4-yl)methyl]-4-oxoquinazoline-6-sulfonamide OC[C@@H]([C@H](C)O)NC1=NC2=CC=C(C=C2C(N1CC=1C=NN(C1)C)=O)S(=O)(=O)NC1(CC1)C